NC1=NN(C=C1)CC(=O)OC methyl 2-(3-aminopyrazol-1-yl)acetate